C(C)(C)(C)OC(=O)N1CCN(CC1)C(=O)C=1SC2=C(C1)C=C(C(=C2)C2=NNC=C2NC(=O)C=2C=NN1C2N=CC=C1)OC(F)F 4-[5-(difluoromethoxy)-6-[4-(pyrazolo[1,5-a]pyrimidine-3-carbonylamino)-1H-pyrazol-3-yl]benzothiophene-2-carbonyl]piperazine-1-carboxylic acid tert-butyl ester